CNN(CC(C)N)NC N,N-dimethylaminopropylenediamine